4-[4-Chloro-3-(difluoromethoxy)phenyl]-1-[(5-ethyl-1H-pyrazol-4-yl)methyl]pyrazole ClC1=C(C=C(C=C1)C=1C=NN(C1)CC=1C=NNC1CC)OC(F)F